FC=1C=C(CC2=C(C(=CC(=C2)C)C)O)C=C(C1)F 2-(3,5-difluorobenzyl)-4,6-dimethylphenol